(E)-3-(2-(6-hydroxybenzo[d]thiazol-2-yl)vinyl)-2,5,6-trimethyl-1H,7H-pyrazolo[1,2-a]pyrazole-1,7-dione OC1=CC2=C(N=C(S2)/C=C/C2=C(C(N3N2C(=C(C3=O)C)C)=O)C)C=C1